O=C1N(CC2=CC(=CC=C12)O[C@@H]1[C@@H](CCCC1)NCC=1C=NC=CC1)C1C(NC(CC1)=O)=O 3-(1-oxo-5-(((1S,2R)-2-((pyridin-3-ylmethyl)amino)cyclohexyl)oxy)isoindolin-2-yl)piperidine-2,6-dione